3-(1-methyl-1H-pyrazol-4-yl)-N-(4-(4-((1-methylpiperidin-4-yl)amino)-4-oxobutyl)-1-phenyl-1H-imidazol-2-yl)benzamide hydrochloride Cl.CN1N=CC(=C1)C=1C=C(C(=O)NC=2N(C=C(N2)CCCC(=O)NC2CCN(CC2)C)C2=CC=CC=C2)C=CC1